Cl.C(C=C)N1[C@H]2[C@@]3(CCC([C@H]4[C@@]3(C=3C(=C(C=CC3C2)O)O4)CC1)=O)O 17-Allyl-4,5a-epoxy-3,14-dihydroxymorphinan-6-one hydrochloride